C(=O)(O)CC1CC(CCC1)CC(=O)O 1,3-bis(carboxymethyl)cyclohexane